hexadecylricinoleate C(CCCCCCCCCCCCCCC)OC(CCCCCCC\C=C/C[C@H](O)CCCCCC)=O